NC1(CC1C=1C=CC(=C(C1)NC(=O)[C@H]1N(C[C@@H](C1)OC)C(=O)N(C)C1=CC=C(C=C1)Cl)F)C1=CC(=CC=C1)C#N (2S,4R)-N2-(5-((+)-1-amino-1-(3-cyanophenyl)-3-cyclopropyl)-2-fluorophenyl)-N1-(4-chlorophenyl)-4-methoxy-N1-methylpyrrolidine-1,2-dicarboxamide